N1,N2-di(quinolin-8-yl)cyclohexane-1,2-diamine N1=CC=CC2=CC=CC(=C12)NC1C(CCCC1)NC=1C=CC=C2C=CC=NC12